(R)-1-chloro-3-(5-(difluoromethyl)-1,3,4-thiadiazol-2-yl)-N-(1-methylcyclopropyl)-8-(3-methylpiperazin-1-yl)imidazo[1,5-a]pyridine-6-sulfonamide 2,2,2-trifluoroacetate FC(C(=O)O)(F)F.ClC=1N=C(N2C1C(=CC(=C2)S(=O)(=O)NC2(CC2)C)N2C[C@H](NCC2)C)C=2SC(=NN2)C(F)F